C1(CC1)C1=NN(C=N1)C1CC2(CN(C2)C(=O)N2CC3(CN(C3)S(=O)(=O)C=3C=NC=CC3C(F)(F)F)C2)C1 [6-(3-cyclopropyl-1,2,4-triazol-1-yl)-2-azaspiro[3.3]heptan-2-yl]-[2-[[4-(trifluoromethyl)-3-pyridyl]sulfonyl]-2,6-diazaspiro[3.3]heptan-6-yl]methanone